CC1=C(C=C(C(=O)OC)C=C1)B1OC(C(O1)(C)C)(C)C methyl 4-methyl-3-(4,4,5,5-tetramethyl-1,3,2-dioxaborolan-2-yl)benzoate